CN(CCN(C=1C(=CC(=C(C1)OC)NC1=NC=NC(=N1)N1CC2(C3=NC(=CC=C31)C)CCCC2)N)C)C N1-(2-(dimethylamino)ethyl)-5-methoxy-N1-methyl-N4-(4-(5'-methylspiro[cyclopentane-1,3'-pyrrolo[3,2-b]pyridin]-1'(2'H)-yl)-1,3,5-triazin-2-yl)benzene-1,2,4-triamine